N-[(4-aminobicyclo[2.2.2]octan-1-yl)methyl]-3,5-difluoro-4-[(4-methoxyphenyl)methoxy]benzamide NC12CCC(CC1)(CC2)CNC(C2=CC(=C(C(=C2)F)OCC2=CC=C(C=C2)OC)F)=O